C1(CC1)C1=CC(=NC=2N1N=C(C2)C2=C(C=C(C=C2)N2C[C@@H](CC2)[SH2](=O)C=N)F)C(=O)N2[C@@H](C1=CC=CC=C1CC2)C [(3R)-1-(4-{7-Cyclopropyl-5-[(1R)-1-methyl-1,2,3,4-tetrahydroisoquinoline-2-carbonyl]-pyrazolo[1,5-a]pyrimidin-2-yl}-3-fluorophenyl)pyrrolidin-3-yl](imino)methyl-λ6-sulfanone